8-fluoro-6-(trifluoromethyl)-9H-pyrimido[4,5-b]indol-4-amine FC=1C=C(C=C2C3=C(NC12)N=CN=C3N)C(F)(F)F